rac-(2R,4S)-tert-Butyl-4-hydroxy-2-((4-methyl-3-((1-(naphthalen-1-yl)cyclopropyl)carbamoyl)phenoxy)methyl)pyrrolidine-1-carboxylate C(C)(C)(C)OC(=O)N1[C@H](C[C@@H](C1)O)COC1=CC(=C(C=C1)C)C(NC1(CC1)C1=CC=CC2=CC=CC=C12)=O |r|